COC(C1=CC=C(C=C1)C1NCCC(C1)C1=NC=CC=N1)=O 4-(4-(pyrimidin-2-yl)piperidin-2-yl)benzoic acid methyl ester